ethyl 11-ethyl-1,7,9-triazatricyclo[6.3.1.04,12]dodeca-2,4(12),5,7-tetraene-2-carboxylate C(C)C1CNC2=NC=CC=3C=C(N1C32)C(=O)OCC